4-hydroxy-5-methyl-N,N-dimethyltryptamine OC=1C(=CC=C2NC=C(CCN(C)C)C12)C